2,2-diphenylpropan-1-amine C1(=CC=CC=C1)C(CN)(C)C1=CC=CC=C1